Cl.C(C)OC=1C(=NC=CC1)OC=1C=C(C=NC1)C(N)=N 5-[(3-ethoxypyridin-2-yl)oxy]pyridine-3-carboximidamide, hydrochloride salt